CC1=C(C(=NC(=N1)C1CC1)NC(=O)N1C[C@](CC1)(C1=NC=NS1)C1=CC(=C(C=C1)C)F)C(=O)OCCNC |o1:15| 2-(methylamino)ethane-1-ol methyl-(R or S)-2-cyclopropyl-4-(3-(3-fluoro-4-methylphenyl)-3-(1,2,4-thiadiazol-5-yl)pyrrolidine-1-carboxamido)pyrimidine-5-carboxylate